ClC=1C=C(C=CC1)NC(=O)NC1=CC(=CC=C1)C(=O)C=1C=C2N=C(C=NC2=CC1)C#N 1-(3-chlorophenyl)-3-(3-(3-cyanoquinoxaline-6-carbonyl)phenyl)urea